[N-](S(=O)(=O)C(F)(F)F)S(=O)(=O)C(F)(F)F.C(C)N1C(N(C=C1)C)C 1-ethyl-2,3-dimethylimidazole bis(trifluoromethanesulfonyl)imide salt